dimethyl 2-((6-chloro-1-(2-methylazetidin-1-yl)-2,7-naphthyridin-4-yl)methyl)-2-methylmalonate ClC=1C=C2C(=CN=C(C2=CN1)N1C(CC1)C)CC(C(=O)OC)(C(=O)OC)C